CC1(C(C(CC1)(CCCCC)C)=O)C 2,2,5-trimethyl-5-pentyl-cyclopentanone